2-Methylpropane-1,2-diamine dihydrochloride Cl.Cl.CC(CN)(C)N